Br.S1C(=NC=C1)CN thiazole-2-ylmethylamine hydrobromide